[3-[(E)-3-(2-Hydroxy-4-methoxyphenyl)-3-oxoprop-1-enyl]phenyl] 3,4,5-trimethoxybenzoate COC=1C=C(C(=O)OC2=CC(=CC=C2)\C=C\C(=O)C2=C(C=C(C=C2)OC)O)C=C(C1OC)OC